C(C)(=O)N1CCC(CC1)NCC=1C(=C(C=CC1)NC1=NC=CC(=C1Cl)C=1C(=C(C=CC1)C1=CC=C(C(=N1)OC)CNC[C@H]1CCC(N1)=O)Cl)F (R)-5-((((6-(3-(2-((3-(((1-acetylpiperidin-4-yl)amino)methyl)-2-fluorophenyl)amino)-3-chloropyridin-4-yl)-2-chlorophenyl)-2-methoxypyridin-3-yl)methyl)amino)methyl)pyrrolidin-2-one